FC(CCN1C[C@@H]([C@H](CC1)NC(=O)C1=CC(=CC=2N(C=NC21)CC(F)(F)F)C#CCNC=2C(OC)=CC=C(C2)S(=O)(=O)C)C)(C)C N-[(3S,4S)-1-(3-fluoro-3-methylbutyl)-3-methyl-4-piperidyl]-6-[3-(4-mesyl-2-anisidino)-1-propynyl]-1-(2,2,2-trifluoroethyl)-1H-1,3-benzimidazole-4-carboxamide